N-[4-[2-oxo-6-[2-(trifluoromethyl)-3-pyridyl]-1H-pyridin-4-yl]-2-pyridyl]acetamide O=C1NC(=CC(=C1)C1=CC(=NC=C1)NC(C)=O)C=1C(=NC=CC1)C(F)(F)F